C(#N)C1=C(C=C(OC2C(C(C2(C)C)NC(=O)C2=CC=C(C=C2)N2CCOCC2)(C)C)C=C1C)C (2R)-4-(4-[[(1r,3r)-3-(4-cyano-3,5-dimethylphenoxy)-2,2,4,4-tetramethylcyclobutyl]carbamoyl]phenyl)morpholin